1-methyl-1H-tetrazole-5-thiolate CN1N=NN=C1[S-]